3-(5,6-difluoropyridin-3-yl)-5-(2-(3-fluoro-3-methylazetidin-1-yl)-2-oxoethyl)thieno[3,2-c]pyridin-4(5H)-one FC=1C=C(C=NC1F)C1=CSC2=C1C(N(C=C2)CC(=O)N2CC(C2)(C)F)=O